1-(6-fluoro-2-benzothiazolyl)-ethylamine FC1=CC2=C(N=C(S2)C(C)N)C=C1